N-[(1R)-1-[3-amino-5-(trifluoromethyl)phenyl]ethyl]-1-(2-fluoro-4-methoxy-phenyl)-6-oxo-pyridine-3-carboxamide NC=1C=C(C=C(C1)C(F)(F)F)[C@@H](C)NC(=O)C1=CN(C(C=C1)=O)C1=C(C=C(C=C1)OC)F